C(C)O/C=C/C=1C=C(C=CC1)C(C(=O)OC)COC methyl 2-[3-[(E)-2-ethoxyvinyl]phenyl]-3-methoxy-propanoate